N-{5-[3-(cyclopropoxy)-5-methoxyphenyl]Pyridin-2-yl}-2-methylpyrimidine-5-carboxamide C1(CC1)OC=1C=C(C=C(C1)OC)C=1C=CC(=NC1)NC(=O)C=1C=NC(=NC1)C